4-(1-methylpyrrolo[2,3-b]pyridin-4-yl)-7-[(5-piperazin-1-yl-2-pyridyl)amino]isoindolin-1-one CN1C=CC=2C1=NC=CC2C2=C1CNC(C1=C(C=C2)NC2=NC=C(C=C2)N2CCNCC2)=O